FC1(CC(OC1)C1=CN(C2=C1N=C(N=C2)Cl)C2CC2)F 7-(4,4-difluorotetrahydrofuran-2-yl)-2-chloro-5-cyclopropyl-5H-pyrrolo[3,2-d]pyrimidine